BrC=1C(=C(NC1)C(=O)OC)C=O methyl 4-bromo-3-formyl-1H-pyrrole-2-carboxylate